n-pentoxycarbonyl-oxygen C(CCCC)OC(=O)[O]